NC=1C=C(C=CC1)C1=CC=C2C(=N1)N(C(=N2)C=2C(=NC=CC2)N)C2=CC=C(CN1CCC(CC1)NC1=NC(=NC=C1)C#N)C=C2 4-((1-(4-(5-(3-aminophenyl)-2-(2-aminopyridin-3-yl)-3H-imidazo[4,5-b]pyridin-3-yl)benzyl)piperidin-4-yl)amino)pyrimidine-2-carbonitrile